4-((2-(1-aminocyclohexyl)ethyl)amino)-5-chloro-2-fluoro-N-(thiazol-2-yl)benzenesulfonamide NC1(CCCCC1)CCNC1=CC(=C(C=C1Cl)S(=O)(=O)NC=1SC=CN1)F